2-oxo-2,3-dihydro-1H-imidazo[4,5-b]pyridin O=C1NC=2C(=NC=CC2)N1